tert-butyl (2R)-2-[2-(4-{3-[(3-chloro-2-methoxyphenyl)amino]-4-oxo-1H,5H,6H,7H-pyrrolo[3,2-c]pyridin-2-yl}pyridin-3-yl)ethynyl]-4,4-dimethylpyrrolidine-1-carboxylate ClC=1C(=C(C=CC1)NC1=C(NC2=C1C(NCC2)=O)C2=C(C=NC=C2)C#C[C@@H]2N(CC(C2)(C)C)C(=O)OC(C)(C)C)OC